5-(1-isopropyl-1H-benzo[d][1,2,3]triazol-5-yl)-3-(3-methyl-pyridin-4-yl)-1,2,4-oxadiazole C(C)(C)N1N=NC2=C1C=CC(=C2)C2=NC(=NO2)C2=C(C=NC=C2)C